1-[5-(4-benzyloxy-5-methyl-2-propyl-pyrazol-3-yl)-2-methyl-1,2,4-triazol-3-yl]-N-[(2,4-dimethoxyphenyl)methyl]-6-methyl-imidazo[1,5-a]pyrazine-3-carboxamide C(C1=CC=CC=C1)OC1=C(N(N=C1C)CCC)C=1N=C(N(N1)C)C=1N=C(N2C1C=NC(=C2)C)C(=O)NCC2=C(C=C(C=C2)OC)OC